CNC(=O)N1CCC1 N-methylazetidine-1-carboxamide